4-cyclopropyl-7-(2-((6-cyclopropyl-1,2,3,4-tetrahydroisoquinolin-7-yl)amino)-5-(trifluoromethyl)pyrimidin-4-yl)-3,4-dihydrothieno[2,3-f][1,4]thiazepin-5(2H)-one 1,1-dioxide C1(CC1)N1CCS(C2=C(C1=O)SC(=C2)C2=NC(=NC=C2C(F)(F)F)NC2=C(C=C1CCNCC1=C2)C2CC2)(=O)=O